tert-Butyl 5-(2-chloropyridin-4-yloxy)-4-phenylthiazol-2-ylcarbamate ClC1=NC=CC(=C1)OC1=C(N=C(S1)NC(OC(C)(C)C)=O)C1=CC=CC=C1